7,9-dioctyl-N-phenyl-9H-carbazole-2-amine C(CCCCCCC)C1=CC=C2C=3C=CC(=CC3N(C2=C1)CCCCCCCC)NC1=CC=CC=C1